5-(Isobutylsulfonimidoyl)furan C(C(C)C)S(=O)(=N)C1=CC=CO1